FC1=CC=C(C=C1)C(N1CCN(CC1)C1=C(C(N(C2=CC=CN=C12)C)=O)[N+](=O)[O-])C1=CC=C(C=C1)F 4-(4-(bis(4-fluorophenyl)methyl)piperazin-1-yl)-1-methyl-3-nitro-1,5-naphthyridin-2(1H)-one